(S)-3-(6-oxo-1'-((1-(4-(trifluoromethyl)phenyl)-1H-pyrazol-4-yl)methyl)-6,8-dihydro-2H,7H-spiro[furo[2,3-e]isoindole-3,4'-piperidin]-7-yl)piperidine-2,6-dione O=C1N(CC2=C3C(=CC=C12)C1(CCN(CC1)CC=1C=NN(C1)C1=CC=C(C=C1)C(F)(F)F)CO3)[C@@H]3C(NC(CC3)=O)=O